S(=O)(=O)(O)O.NO amino alcohol hydrogen sulfate